(R)-2-((6-(2-((2,6-dichlorobenzyl)oxy)ethoxy)hexyl)amino)-1-(2,2-dimethyl-4H-benzo[d][1,3]dioxin-6-yl)ethanol ClC1=C(COCCOCCCCCCNC[C@H](O)C2=CC3=C(OC(OC3)(C)C)C=C2)C(=CC=C1)Cl